3-(1-cyclohexylpyrazol-4-yl)-6-(7-methyl-[1,2,4]triazolo[4,3-b]pyridazin-6-yl)-7,8-dihydro-5H-1,6-naphthyridine C1(CCCCC1)N1N=CC(=C1)C=1C=NC=2CCN(CC2C1)C=1C(=CC=2N(N1)C=NN2)C